5,6-Diphenyloxy-4,7-bis(2-thienyl)-2,1,3-benzothiadiazole C1(=CC=CC=C1)OC1=C(C=2C(=NSN2)C(=C1OC1=CC=CC=C1)C=1SC=CC1)C=1SC=CC1